OC1=CC=C2CC3(CCN(CC3)C(=O)OC(C)(C)C)C(C2=C1)=O tert-butyl 6-hydroxy-1-oxo-1,3-dihydrospiro[indene-2,4'-piperidine]-1'-carboxylate